[[1-(6-methoxypyridin-3-yl)-1H-1,2,4-triazol-5-yl]methyl]urea COC1=CC=C(C=N1)N1N=CN=C1CNC(=O)N